(3S,4S)-1-cyclohexyl-4-{[5-(2,4-difluoro-phenyl)-isoxazole-3-carbonyl]-amino}-piperidine-3-carboxylic acid methyl-phenethyl-amide CN(C(=O)[C@H]1CN(CC[C@@H]1NC(=O)C1=NOC(=C1)C1=C(C=C(C=C1)F)F)C1CCCCC1)CCC1=CC=CC=C1